O=C(CCOCCOCCNC(OC(C)(C)C)=O)NCCOC1=CC(=CC=C1)C(C1=CC=CC=C1)C1CCN(CC1)C(=O)N1C[C@@H]2[C@@H](OCC(N2)=O)CC1 tert-butyl (2-(2-(3-oxo-3-((2-(3-((1-((4aR,8aS)-3-oxooctahydro-2H-pyrido[4,3-b][1,4]oxazine-6-carbonyl)piperidin-4-yl)(phenyl)methyl)phenoxy)ethyl)amino)propoxy)ethoxy)ethyl)carbamate